methyl 2-(1-((tert-butyldimethylsilyl)ethynyl)cyclopropyl)acetate [Si](C)(C)(C(C)(C)C)C#CC1(CC1)CC(=O)OC